(3R)-1-(2-{[(2R,7aS)-2-fluoro-hexahydro-1H-pyrrolizin-7a-yl]methoxy}-7-(8-ethynyl-7-fluoro-3-hydroxynaphthalen-1-yl)-8-fluoroquinazolin-4-yl)piperidin-3-ol F[C@@H]1C[C@@]2(CCCN2C1)COC1=NC2=C(C(=CC=C2C(=N1)N1C[C@@H](CCC1)O)C1=CC(=CC2=CC=C(C(=C12)C#C)F)O)F